N-({5-fluoro-6-[5-(trifluoromethyl)-2-pyrazinyl]-2-indolyl}methyl)acetamide FC=1C=C2C=C(NC2=CC1C1=NC=C(N=C1)C(F)(F)F)CNC(C)=O